C(CCCCCCCCCCCC)NP(=O)(NCCNCCO)NCCCCCCCCCCCCC Di-tridecyl-(2-((2-hydroxyethyl)amino)ethyl)phosphoramide